FC1=CC=C(C=2C3=C(NC12)C(CNC3)(C)C)C 6-fluoro-4,4,9-trimethyl-3,5-dihydro-1H-pyrido[4,3-b]indol